BrC1=C(C(=C(C(=O)OC)C=C1)CBr)OC methyl 4-bromo-2-(bromomethyl)-3-methoxy-benzoate